COC1=C2C=C[N+](=CC2=CC(=C1)C(=O)OC)[O-] 5-methoxy-7-(methoxycarbonyl)isoquinoline 2-oxide